C=12C(=CC=CC1)S2 PHENYLENSULFID